6-(4-((4-(1H-pyrazol-4-yl)phenyl)amino)pyrimidin-2-yl)-N-(1-methoxy-propan-2-yl)-N-methyl-1H-indole-2-carboxamide N1N=CC(=C1)C1=CC=C(C=C1)NC1=NC(=NC=C1)C1=CC=C2C=C(NC2=C1)C(=O)N(C)C(COC)C